4-(6-(6-((5-Fluoro-6-methoxypyridin-3-yl)methyl)-3,6-diazabicyclo[3.1.1]heptan-3-yl)pyridine-3-yl)-6-((R)-3-hydroxybut-1-yn-1-yl)pyrazolo[1,5-a]pyridine-3-carbonitrile FC=1C=C(C=NC1OC)CN1C2CN(CC1C2)C2=CC=C(C=N2)C=2C=1N(C=C(C2)C#C[C@@H](C)O)N=CC1C#N